Cl.ClC=1C=C(C=CC1Cl)C#CC(C)NC(=O)C1CCNCC1 N-(4-(3,4-dichlorophenyl)-but-3-yn-2-yl)piperidine-4-carboxamide hydrochloride